C1(CC1)C1=NN(C(=C1)C(F)(F)F)CC(=O)N1[C@@H]([C@@H](CC1)N[S@](=O)C(C)(C)C)C1=C(C(=CC=C1)OC([2H])([2H])[2H])C (R)-N-[(2R,3R)-1-[2-[3-cyclopropyl-5-(trifluoromethyl)pyrazol-1-yl]acetyl]-2-[2-methyl-3-(trideuteriomethoxy)phenyl]pyrrolidine-3-yl]-2-methyl-propane-2-sulfinamide